(R)-3-((R)-((4-((1H-tetrazol-5-yl)methyl)phenethyl)amino)(phenyl)methyl)-1,2,3,4-tetrahydroquinoxaline-5-carbonitrile N1N=NN=C1CC1=CC=C(CCN[C@@H]([C@H]2CNC=3C=CC=C(C3N2)C#N)C2=CC=CC=C2)C=C1